1-Boc-amino-6-trifluoroacetylamino-8-o-nitrobenzenesulfonylaminopyrrolo[4,3,2-de]quinoline C(=O)(OC(C)(C)C)N1C(C=2C=CN=C3C(=CC(=C1C23)NS(=O)(=O)C2=C(C=CC=C2)[N+](=O)[O-])NC(C(F)(F)F)=O)N